potassium (ammonium) dihydrogen phosphate P(=O)(O)(O)[O-].[NH4+].[K]